CC(C)C1=CC=C(C=C1)N=CCCC(C)OC(C1=CC=C(C=C1)CCCC)=O 4-butylbenzoic acid [4-(2-propyl) phenylimino-2-pentyl] ester